C(#N)C[C@@H]1N(CCNC1)C(=O)OC(C)(C)C (2S)-tert-butyl 2-(cyanomethyl)-1-piperazinecarboxylate